3-(3-(1-methyl-1H-pyrazol-4-yl)pyrazolo[1,5-a]pyridin-5-yl)-5-(1,3,5-trimethyl-1H-pyrazol-4-yl)-1H-pyrrolo[2,3-b]pyridine CN1N=CC(=C1)C=1C=NN2C1C=C(C=C2)C2=CNC1=NC=C(C=C12)C=1C(=NN(C1C)C)C